tert-butyl (S,E)-2-((3-(7-(dimethylamino)-2-((methoxycarbonyl)amino)-7-oxohept-5-enamido)-2-oxopyridin-1(2H)-yl)methyl)-5,7-difluoro-4-isopropoxy-1H-benzo[d]imidazole-1-carboxylate CN(C(/C=C/CC[C@@H](C(=O)NC=1C(N(C=CC1)CC1=NC2=C(N1C(=O)OC(C)(C)C)C(=CC(=C2OC(C)C)F)F)=O)NC(=O)OC)=O)C